O=C1N(C(C2=CC=CC=C12)=O)CC1CCC(CC1)C(=O)O 4-((1,3-dioxo-1,3-dihydro-isoindol-2-yl)methyl)cyclohexane-1-carboxylic acid